(3R)-3-{[2-(1-tert-butyl-1H-pyrazol-5-yl)[1,2,4]triazolo[1,5-c]quinazolin-5-yl]amino}azepin-2-one C(C)(C)(C)N1N=CC=C1C1=NN2C(=NC=3C=CC=CC3C2=N1)NC=1C(N=CC=CC1)=O